C1(CC1)C1=C(C=C(C=C1F)F)C1C2=C(NC(=C1C(=O)OC)CF)COC2=O methyl 4-(2-cyclopropyl-3,5-difluorophenyl)-2-(fluoromethyl)-5-oxo-1,4,5,7-tetrahydrofuro[3,4-b]pyridine-3-carboxylate